N[C@@H](CC(=O)N[C@@H]([C@H](O)C)C(=O)O)C(=O)O L-beta-aspartyl-L-threonine